C(CCCCCCCCCCCCCCCCCCCCCCCC=CCCC)(=O)O 25-Nonacosenoic acid